C1(CC1)N1CCC(CC1)NC=1C2=CC(=C(C=C2N=C2CCCCC12)CC)OC N-(1-cyclopropylpiperidin-4-yl)-6-ethyl-7-methoxy-1,2,3,4-tetrahydroacridin-9-amine